N1(CCC1)CC1=CC(=C(S1)S(=O)(N)=NC(NC1=C2C(=CC=3CCCC13)CC2)=O)F 5-(Azetidin-1-ylmethyl)-3-fluoro-N'-((2,4,5,6-tetrahydro-1H-cyclobuta[f]inden-3-yl)carbamoyl)thiophene-2-sulfonimidamide